CC1=C(C(OC2=CC=C(C=C12)OC1OCCCC1)C1=CC=C(C=C1)/C=C/CO)C1=CC(=CC=C1)OC1OCCCC1 (E)-3-(4-{4-methyl-6-(tetrahydropyran-2-yloxy)-3-[3-(tetrahydropyran-2-yloxy)-phenyl]-2H-chromen-2-yl}phenyl)prop-2-en-1-ol